COC1C2C3CC(CC3C(C1)C2)C=O 5-methoxyoctahydro-1H-4,7-methanoindene-2-carbaldehyde